ClC1=C(C(=O)NCCNC(=O)C2(CCNCC2)O)C=CC(=C1)NC(=O)C=1N(C(=CN1)C1=C(C(=C(C=C1)OCC#N)F)F)C N-[2-[[2-chloro-4-[[5-[4-(cyanomethoxy)-2,3-difluoro-phenyl]-1-methyl-imidazole-2-carbonyl]amino]benzoyl]amino]ethyl]-4-hydroxy-piperidine-4-carboxamide